2-(2,6-dioxapiperidin-3-yl)isoindoline-1,3-dione N1OC(CCO1)N1C(C2=CC=CC=C2C1=O)=O